F[P-](F)(F)(F)(F)F.N1(N=NC2=C1N=CC=C2)OC(=[N+](C)C)N(C)C 2-(1H-7-Azabenzotriazol-1-yl)-1,1,3,3-tetramethyl-uronium hexafluorophosphate